O(CC(C)O)CC(C)O 1,1'-oxydipropan-2-ol